BrC1=CC=C(C=C1)S(=O)(=O)N[C@H](C(=O)NC=1SC=C(N1)C1=CC=C(C=C1)[N+](=O)[O-])CC1=CNC2=CC=CC=C12 (S)-2-(4-bromophenylsulphonamido)-3-(1H-indol-3-yl)-N-(4-(4-nitrophenyl)thiazol-2-yl)propanamide